3-methoxy-4-(4,4,5,5-tetramethyl-1,3,2-dioxaborolan-2-yl)benzonitrile COC=1C=C(C#N)C=CC1B1OC(C(O1)(C)C)(C)C